FC1=CC(=C(C=C1)C=1CCC(CC1)O)C1CCN(CC1)[C@@H]1COC2(CN(C2)C(=O)OC(C)(C)C)C1 tert-butyl (7S)-7-(4-(4-fluoro-4'-hydroxy-2',3',4',5'-tetrahydro-[1,1'-biphenyl]-2-yl)piperidin-1-yl)-5-oxa-2-azaspiro[3.4]octane-2-carboxylate